2,4-difluoro-1-butene FC(=C)CCF